C(C)(=O)C=1C(=NC=NC1Cl)N[C@@H](C)C=1N(C(C2=C(C=CC=C2C1)Cl)=O)C1=CC=CC=C1 (S)-3-(1-((5-acetyl-6-chloropyrimidin-4-yl)amino)ethyl)-8-chloro-2-phenylisoquinolin-1(2H)-one